tert-butyl (6-formylspiro[3.3]heptan-2-yl)carbamate C(=O)C1CC2(CC(C2)NC(OC(C)(C)C)=O)C1